benzyl 4-((4-cyclohexylbenzyl)amino)-3,5-dimethylbenzoate C1(CCCCC1)C1=CC=C(CNC2=C(C=C(C(=O)OCC3=CC=CC=C3)C=C2C)C)C=C1